CC1(OC1)C1CC=C(CC1)C=NO N-{[4-(2-methyl-oxiran-2-yl)cyclohex-1-en-1-yl]methylene}hydroxylamine